4-fluoro-1-[2-(2-methyl-1,3-thiazol-4-yl)acetyl]-N-{phenyl[4-(propan-2-yl)phenyl]methyl}pyrrolidine-2-carboxamide FC1CC(N(C1)C(CC=1N=C(SC1)C)=O)C(=O)NC(C1=CC=C(C=C1)C(C)C)C1=CC=CC=C1